CNC N-methylmethan-amine